1-(n-butyl)piperazine Methyl-3-[4-(3-bromo-2-methyl-phenoxy)phenyl]propanoate COC(CCC1=CC=C(C=C1)OC1=C(C(=CC=C1)Br)C)=O.C(CCC)N1CCNCC1